[H-].[H-].[H-].O1CCCC1.[B+3] boron(3+) oxolane trihydride